2-(methylsulfinyl)pyrimidine CS(=O)C1=NC=CC=N1